O1C=CC2=C1C=CC=C2C2(CC2)N 1-(Benzofuran-4-yl)cyclopropanamine